O=C1C2CN(CC1C2)C(=O)OCC2=CC=CC=C2 benzyl 6-oxo-3-azabicyclo[3.1.1]heptane-3-carboxylate